tert-butyl (S)-4-(5-chloro-2-methoxyphenethyl)-2-((4-(methylsulfonyl)phenoxy)methyl)piperazine-1-carboxylate ClC=1C=CC(=C(CCN2C[C@H](N(CC2)C(=O)OC(C)(C)C)COC2=CC=C(C=C2)S(=O)(=O)C)C1)OC